tert-butyl 3-ethynyl-3-(trideuteriomethyl)pyrrolidine-1-carboxylate C(#C)C1(CN(CC1)C(=O)OC(C)(C)C)C([2H])([2H])[2H]